C(C)S(=O)(=O)NC1=C(C=C(C=C1)C1=NNC(=C1C(=O)N)NC1=NC=CN=C1)OCC1=CC(=CC=C1)OC(F)(F)F 3-(4-(ethylsulfonamido)-3-((3-(trifluoromethoxy)benzyl)oxy)phenyl)-5-(pyrazin-2-ylamino)-1H-pyrazole-4-carboxamide